(R)-N4-(1-(3-amino-5-(trifluoromethyl)phenyl)ethyl)-N2-isopropyl-6-morpholinopyrido[3,4-d]pyrimidine-2,4-diamine NC=1C=C(C=C(C1)C(F)(F)F)[C@@H](C)NC=1C2=C(N=C(N1)NC(C)C)C=NC(=C2)N2CCOCC2